C(C)(=O)NC1=CC=C(C=C1)N=NC=1C=C(C=C)C=CC1O 3-(4-acetamidophenyl)azo-4-hydroxystyrene